tert-butyl (3s,4s)-4-((4-(3-(2-(benzyloxy)-6-hydroxypyridin-3-yl)-1-methyl-1H-indazol-6-yl) piperazin-1-yl) methyl)-3-fluoropiperidine-1-carboxylate C(C1=CC=CC=C1)OC1=NC(=CC=C1C1=NN(C2=CC(=CC=C12)N1CCN(CC1)C[C@H]1[C@@H](CN(CC1)C(=O)OC(C)(C)C)F)C)O